NC1=NC=CC=C1C1=NC=2C(=NC=C(C2)C(N)=O)N1C1=CC=C(C=C1)CNC(=O)C=1C=C(C=CC1)CC(=O)O 2-[3-[[4-[2-(2-amino-3-pyridyl)-6-carbamoyl-imidazo[4,5-b]pyridin-3-yl]phenyl]methylcarbamoyl]phenyl]acetic acid